FC1=C(C=C(C=C1)C1=NC=CC=C1C=1C=CC=2N(C1)C(=CN2)C(=O)N[C@@H]2CN1CCC2CC1)C (S)-6-(2-(4-Fluoro-3-methylphenyl)pyridin-3-yl)-N-(quinuclidin-3-yl)imidazo[1,2-a]pyridine-3-carboxamide